6-chloro-4-(methylamino)-1-((2-(trimethylsilyl)ethoxy)methyl)-1H-pyrrolo[2,3-b]pyridine-3-carbonitrile ClC1=CC(=C2C(=N1)N(C=C2C#N)COCC[Si](C)(C)C)NC